[C@H]12CN(C[C@H](CC1)O2)C2=CC(=NN2)I 5-((1R,5S)-8-oxa-3-azabicyclo[3.2.1]octan-3-yl)-3-iodopyrazol